ClC1=C(C=CC=C1)[C@H](C(C)C)OC1=NC(=NC=C1)C(=O)N[C@H](C)\C=C\S(=O)(=O)C ((S)-1-(2-chlorophenyl)-2-methylpropoxy)-N-((R,E)-4-(methylsulfonyl)but-3-en-2-yl)pyrimidine-2-carboxamide